Benzyl (2R,4R)-2-(5-(3-cyclopropyl-1-((R)-1,1-dimethylethylsulfinamido)-1-(pyridin-4-yl) propyl)-2-fluorophenylcarbamoyl)-4-ethoxypyrrolidine-1-carboxylate C1(CC1)CCC(C1=CC=NC=C1)(N[S@](=O)C(C)(C)C)C=1C=CC(=C(C1)NC(=O)[C@@H]1N(C[C@@H](C1)OCC)C(=O)OCC1=CC=CC=C1)F